FC(CNC(=O)C=1C=NN2C1C=C(C=C2)C2=CNC=1N=C(N=CC12)CC(C)C)(C)C N-(2-fluoro-2-methylpropyl)-5-(2-isobutyl-7H-pyrrolo[2,3-d]pyrimidin-5-yl)pyrazolo[1,5-a]pyridine-3-carboxamide